tert-butyl 7-cyano-7-(pyridin-2-yl)-3-azabicyclo[4.1.0]heptane-3-carboxylate Tert-butyl-tetrahydro-[1,3,2]dioxathiolo[4,5-c]pyridine-5(4H)-carboxylate C(C)(C)(C)OC(=O)N1CC2C(CC1)OSO2.C(#N)C2(C1CCN(CC21)C(=O)OC(C)(C)C)C2=NC=CC=C2